tert-butyl (3-((3-((2-((3-((2-((tert-butoxycarbonyl)oxy)-4-chlorophenyl)carbamoyl)naphthalen-2-yl)oxy)ethyl)carbamoyl) naphthalen-2-yl)oxy)propyl)carbamate C(C)(C)(C)OC(=O)OC1=C(C=CC(=C1)Cl)NC(=O)C=1C(=CC2=CC=CC=C2C1)OCCNC(=O)C=1C(=CC2=CC=CC=C2C1)OCCCNC(OC(C)(C)C)=O